5-[4-[3-(2-pyridylmethoxy)pyrrolidine-1-yl]thieno[2,3-d]pyrimidin-6-yl]-1H-pyrimidine-2,4-dione formate salt C(=O)O.N1=C(C=CC=C1)COC1CN(CC1)C=1C2=C(N=CN1)SC(=C2)C=2C(NC(NC2)=O)=O